4-(1,1-difluoro-2-methoxyethyl)-4-hydroxycyclohexane-1-one oxime FC(COC)(F)C1(CCC(CC1)=NO)O